COC1=CC=C(CNC(CSCC2=NN=C(S2)C(=O)NC2=C(C(=O)OC[C@H]3OC(O[C@@H]3C3=C(C=CC=C3)Cl)(CC)CC)C=CC=C2)=O)C=C1 ((4R,5R)-5-(2-chlorophenyl)-2,2-diethyl-1,3-dioxolan-4-yl)methanol ((((2-((4-methoxybenzyl)amino)-2-oxoethyl)thio)methyl)-1,3,4-thiadiazole-2-carboxamido)benzoate